ClC1=CC=C(C=C1)[C@H]1CC[C@@H](N1)[C@H](O)C=1C=NC=C(C1)F (R)-((2R,5R)-5-(4-Chlorophenyl)pyrrolidin-2-yl)(5-fluoropyridin-3-yl)-methanol